4-(3-methyl-1-((3,3,4,4-tetrafluorocyclopentyl)methyl)-4-(trifluoromethyl)-1H-pyrazole-5-carboxamido)picolinamide CC1=NN(C(=C1C(F)(F)F)C(=O)NC1=CC(=NC=C1)C(=O)N)CC1CC(C(C1)(F)F)(F)F